(6-methoxy-4-methylpyridin-3-yl)boronic acid COC1=CC(=C(C=N1)B(O)O)C